C(C=C)(=O)N1CC(C1)C1=CC2=CC(N(C=C2C=C1)C1=CC(=CC2=CC=CC=C12)O)=O 6-(1-acryloylazetidin-3-yl)-2-(3-hydroxynaphthalen-1-yl)isoquinolin-3(2H)-one